C(C)(C)(C)OC(=O)N1CC2=CC=CC=C2C[C@H]1[C@@H](CNC(=O)C=1C=C2CN(C(C2=CC1OCC)=O)CC(C)(C)C)O (S)-3-((R)-2-(6-ethoxy-2-neopentyl-1-oxoisoindoline-5-carboxamido)-1-hydroxyethyl)-3,4-dihydroisoquinoline-2(1H)-carboxylic acid tert-butyl ester